FC1=C(C=CC=C1)C1=C(N=C(C=2N1N=CC2)N2CCC1(CC2)/C(/C2=C(N=C(O2)C)C1)=N/[S@](=O)C(C)(C)C)C (NZ,R)-N-[1'-[7-(2-fluorophenyl)-6-methyl-pyrazolo[1,5-a]pyrazin-4-yl]-2-methyl-spiro[4H-cyclopenta[d]oxazole-5,4'-piperidine]-6-ylidene]-2-methyl-propane-2-sulfinamide